tert-butyl 3-[6-[[5-chloro-2-[4-[[3-(2,6-dioxo-3-piperidyl)-1-methyl-indazol-6-yl]amino]-1-piperidyl]pyrimidin-4-yl]amino]-3-methyl-2-oxo-benzimidazol-1-yl]propanoate ClC=1C(=NC(=NC1)N1CCC(CC1)NC1=CC=C2C(=NN(C2=C1)C)C1C(NC(CC1)=O)=O)NC=1C=CC2=C(N(C(N2C)=O)CCC(=O)OC(C)(C)C)C1